C(C=CC=CC=CCCCC=CCCCCCC)(=O)O 2,4,6,11-octadecatetraenoic acid